6-amino-5-fluoro-1-methylpyrimidin-2(1H)-one NC1=C(C=NC(N1C)=O)F